BrC1=NC=CC2=C1C(N(C2)CC(=O)OC(C)(C)C)=O tert-Butyl 2-(4-bromo-3-oxo-1H-pyrrolo[3,4-c]pyridin-2-yl)acetate